6-chloro-N-(3-methyl-4-((1-(methyl-d3)-1H-benzo[d][1,2,3]triazol-5-yl)oxy)phenyl)pyrido[3,2-d]pyrimidin-4-amine ClC=1C=CC=2N=CN=C(C2N1)NC1=CC(=C(C=C1)OC1=CC2=C(N(N=N2)C([2H])([2H])[2H])C=C1)C